NCCOCCOCCOCCOCCOC/C=C/C(=O)N1C[C@@H](CCC1)N1N=C(C=2C1=NC=NC2N)C2=CC=C(C=C2)OC2=CC=CC=C2 (E)-4-[2-[2-[2-[2-(2-aminoethoxy)ethoxy]ethoxy]ethoxy]ethoxy]-1-[(3R)-3-[4-amino-3-(4-phenoxyphenyl)pyrazolo[3,4-d]pyrimidin-1-yl]-1-piperidyl]but-2-en-1-one